N[C@@H]1[C@@H](OCC12CCN(CC2)C2=NC=C(C=1N2C=CN1)SC1=CC=NC2=C(C=CC=C12)C(=O)OC)C methyl 4-((5-((3S,4S)-4-amino-3-methyl-2-oxa-8-azaspiro[4.5]decan-8-yl)imidazo[1,2-c]Pyrimidin-8-yl)thio)quinoline-8-carboxylate